COC1=C(C=C2C(=C1)C(=NC(=N2)N3CCN(CC3)C(=O)C4=CC=CO4)N)OC The molecule is a member of the class of piperazines that is piperazine substituted by a furan-2-ylcarbonyl group and a 4-amino-6,7-dimethoxyquinazolin-2-yl group at positions 1 and 4 respectively. It has a role as an antihypertensive agent, an alpha-adrenergic antagonist and an EC 3.4.21.26 (prolyl oligopeptidase) inhibitor. It is a member of piperazines, a member of quinazolines, a member of furans, a monocarboxylic acid amide and an aromatic ether.